5-bromo-2-nitronaphthalen-1-amine BrC1=C2C=CC(=C(C2=CC=C1)N)[N+](=O)[O-]